C(C)(C)NC(O[C@H]1C[C@H](CC1)C1=NN(C(=C1)NC(COC1=C(C(=CC(=C1)OC)OC)C=O)=O)C(C)(C)C)=O (1R,3S)-3-{1-tert-butyl-5-[2-(2-formyl-3,5-dimethoxyphenoxy)acetamido]pyrazol-3-yl}cyclopentyl N-isopropylcarbamate